3-(4-(dimethylamino)benzyl)-1-(4-(pyridin-4-yl)phenyl)pyrrolidin-2-one CN(C1=CC=C(CC2C(N(CC2)C2=CC=C(C=C2)C2=CC=NC=C2)=O)C=C1)C